Cl.N[C@@](C(=O)OC)(CC)C methyl (2R)-2-amino-2-methyl-butanoate hydrochloride